CN1N=CC2=CC(=CC=C12)N1C(NC2=C(C1=O)C1=C(S2)CCCCC1)=O 3-(1-methyl-1H-indazol-5-yl)-1,5,6,7,8,9-hexahydro-2H-cyclohepta[4,5]thieno[2,3-d]pyrimidine-2,4(3H)-dione